2-((6-((1-hydroxycyclopentyl)ethynyl)quinolin-4-yl)thio)propionic acid OC1(CCCC1)C#CC=1C=C2C(=CC=NC2=CC1)SC(C(=O)O)C